tert-Butyl ((3,4-dihydro-2H-pyran-2-yl)methyl)carbamate O1C(CCC=C1)CNC(OC(C)(C)C)=O